tert-Butyl (2-((2-chloropyrimidin-5-yl)oxy)ethyl)carbamate ClC1=NC=C(C=N1)OCCNC(OC(C)(C)C)=O